C=NN=N TRIAZABUTADIENE